C1(=CC=CC=C1)[S+](C1=CC=C(C=C1)SC1=CC=C(C=C1)SC1=CC=CC=C1)C1=CC=CC=C1 diphenyl[4-[(4-phenylthiophenyl)thio]phenyl]-sulfonium